FC1([C@@H](CN(C1)C1=NO[C@@H](C1)C1=NC=C(C=C1C1=C(C=C(C=C1F)F)F)C)NS(=O)(=O)C1CC1)F N-[(3R)-4,4-difluoro-1-{(5S)-5-[5-methyl-3-(2,4,6-trifluorophenyl)pyridin-2-yl]-4,5-dihydro-1,2-oxazol-3-yl}pyrrolidin-3-yl]cyclopropanesulfonamide